C(C)(C)(C)OC(=O)N1CC(C1)CNC1=C(C(=CC(=C1)Cl)F)N 3-(((2-Amino-5-chloro-3-fluorophenyl)amino)methyl)azetidine-1-carboxylic acid tert-butyl ester